N-benzyl-3'-((2-ethoxy-3,4-dioxocyclobut-1-en-1-yl)amino)-5'-(1H-tetrazol-5-yl)-[1,1'-biphenyl]-4-carboxamide C(C1=CC=CC=C1)NC(=O)C1=CC=C(C=C1)C1=CC(=CC(=C1)C1=NN=NN1)NC1=C(C(C1=O)=O)OCC